2-(2-phenylethyl)nonanoic acid C1(=CC=CC=C1)CCC(C(=O)O)CCCCCCC